2-(5-bromo-4-chloro-2H-indazol-2-yl)acetic acid BrC1=C(C2=CN(N=C2C=C1)CC(=O)O)Cl